FC(C(=O)O)(F)F.OC1CC(NC1)C(=O)NCC1=CC=C(C=C1)C1=C(N=CS1)C 4-hydroxy-N-[[4-(4-methyl-1,3-thiazol-5-yl)phenyl]methyl]pyrrolidine-2-carboxamide trifluoroacetate